1-fluoro-1-fluoroButyl-cyclopentadiene FC(CCC)(F)C1=CC=CC1